C(C)(C)(C)OC(CCCCCCCCCCCCCCO)=O tert-butyl-15-hydroxypentadecanoate